((R)-2-hydroxymethyl-pyrrolidin-1-yl)-methanone OC[C@@H]1N(CCC1)C=O